2-(6-{5-chloro-2-[(oxan-4-yl)amino]pyrimidin-4-yl}-1-oxo-2,3-dihydro-1H-isoindol-2-yl)-N-[(1R)-1,2,3,4-tetrahydronaphthalen-1-yl]acetamide ClC=1C(=NC(=NC1)NC1CCOCC1)C1=CC=C2CN(C(C2=C1)=O)CC(=O)N[C@@H]1CCCC2=CC=CC=C12